2-(5-fluoro-1H-indol-4-yl)-4-(4-morpholinyl)-thieno[3,2-d]pyrimidine FC=1C(=C2C=CNC2=CC1)C=1N=C(C2=C(N1)C=CS2)N2CCOCC2